C(C(=C)C)(=O)OCCOC1=CC=C(C=C1)Cl 4-chlorophenoxyethyl methacrylate